FC1=CC=C(CC2=CC3=C(C=4N2N=CN4)C(CN3C(CN3[C@H](CN[C@@H](C3)C)CN3[C@@H](COCC3)C)=O)(C)C)C=C1 1-(5-(4-fluorobenzyl)-9,9-dimethyl-8,9-dihydro-7H-pyrrolo[3,2-c][1,2,4]triazolo[1,5-a]pyridin-7-yl)-2-((2R,5R)-5-methyl-2-(((R)-3-methylmorpholino)methyl)piperazin-1-yl)ethan-1-one